(2-methylpropan-1-yl)phosphine oxide CC(C[PH2]=O)C